2-ethylidene-2,3,4,4a,9,9a-hexahydro-1H-1,4-methanoxanthene C(C)=C1C2C3CC4=CC=CC=C4OC3C(C1)C2